5-amino-2-(difluoromethoxy)pyridine-3-carbonitrile NC=1C=C(C(=NC1)OC(F)F)C#N